CC1CN(CC=C1C1=C2C(=NC(=C1)NC(=O)C1CC1)NC=C2)C(CC2=CC=CC=C2)=O N-(4-(3-methyl-1-(2-phenylacetyl)-1,2,3,6-tetrahydropyridin-4-yl)-1H-pyrrolo[2,3-b]pyridin-6-yl)cyclopropylcarboxamide